ClC=1C=C(C=CC1N1CCC2(OCCO2)CC1)NC1C(NC(CC1)=O)=O 3-((3-chloro-4-(1,4-dioxa-8-azaspiro[4.5]decan-8-yl)phenyl)amino)piperidine-2,6-dione